methoxytrihexadecylsilane CO[Si](CCCCCCCCCCCCCCCC)(CCCCCCCCCCCCCCCC)CCCCCCCCCCCCCCCC